1-(5-bromo-4-methylpyridin-2-yl)-4-hydroxybutan-1-one BrC=1C(=CC(=NC1)C(CCCO)=O)C